tert-butyl methyl(2-oxoethyl-1,1-d2)carbamate CN(C(OC(C)(C)C)=O)C(C=O)([2H])[2H]